(3R)-4-[2-(2-fluorophenyl)sulfonyl-2-azaspiro[3.3]heptan-6-yl]-3-methyl-8-(trifluoromethyl)-2,3-dihydropyrido[3,4-f][1,4]oxazepin-5-one FC1=C(C=CC=C1)S(=O)(=O)N1CC2(C1)CC(C2)N2[C@@H](COC1=C(C2=O)C=NC(=C1)C(F)(F)F)C